ClC=1C=NC=C(C1[C@@H](C)OC=1C=C2C(=NNC2=CC1)C=1C=CC(=NC1)C1CCN(CC1)C(=O)N(C)C)Cl 4-[5-[5-[(1R)-1-(3,5-dichloro-4-pyridyl)ethoxy]-1H-indazol-3-yl]-2-pyridyl]-N,N-dimethyl-piperidine-1-carboxamide